ClC1=C(C(=CC=C1)F)N1C=2N(C3=C(C1=O)C=NC(=N3)NC3=CC=C1C4(CN(CC1=C3)C)CC4)CCN2 6-(2-Chloro-6-fluorophenyl)-2-((2'-methyl-2',3'-dihydro-1'H-spiro(cyclopropane-1,4'-isoquinolin)-7'-yl)amino)-8,9-dihydroimidazo[1,2-a]pyrimido[5,4-e]pyrimidin-5(6H)-one